COC1=CC2=C(OCC(N2C([2H])([2H])[2H])=O)C=C1[N+](=O)[O-] 6-Methoxy-4-(methyl-d3)-7-nitro-2H-benzo[b][1,4]oxazin-3(4H)-one